2-naphthyl-L-alanine C1=C(C=CC2=CC=CC=C12)N[C@@H](C)C(=O)O